3-[(3,5-di-tert-butyl)biphenyl-3-yl]-4,6-bis(3,5-di-tert-butylphenyl)-1,3,5-triazine C(C)(C)(C)C1(CC(=CC(=C1)C(C)(C)C)C1=CC=CC=C1)N1CN=C(N=C1C1=CC(=CC(=C1)C(C)(C)C)C(C)(C)C)C1=CC(=CC(=C1)C(C)(C)C)C(C)(C)C